2,3-dimethyl-4-methylsulfinyl-bromobenzene CC1=C(C=CC(=C1C)S(=O)C)Br